CNC1CCC(CC1)COC1=NC(=NC=C1)NC1=CC=C(C=C1)N1CCOCC1 4-(((1R,4R)-4-(methylamino)cyclohexyl)methoxy)-N-(4-morpholinophenyl)pyrimidin-2-amine